(1S,2R)-2-((S)-5-Chloro-8-((1,5-dimethyl-1H-1,2,3-triazol-4-yl)methoxy)-1-((6-oxo-5-azaspiro[2.4]heptan-5-yl)methyl)-1,2,3,4-tetrahydroisochinolin-2-carbonyl)-1-methylcyclohexan ClC1=C2CCN([C@@H](C2=C(C=C1)OCC=1N=NN(C1C)C)CN1CC2(CC2)CC1=O)C(=O)[C@H]1[C@H](CCCC1)C